3-(1-methyl-6-(1-((S)-1-(piperidin-4-yl)ethyl)piperidin-4-yl)-1H-indazol-3-yl)piperidine-2,6-dione CN1N=C(C2=CC=C(C=C12)C1CCN(CC1)[C@@H](C)C1CCNCC1)C1C(NC(CC1)=O)=O